({[5-(1-benzofuran-3-ylmethyl)-2-fluoro-4-methoxyphenyl]carbamoyl}amino)thiophene-2,3-dicarboxylic acid dimethyl ester COC(=O)C=1SC=C(C1C(=O)OC)NC(NC1=C(C=C(C(=C1)CC1=COC2=C1C=CC=C2)OC)F)=O